N-(9-((2R,5S,6R)-5-hydroxy-6-(hydroxymethyl)tetrahydro-2H-pyran-2-yl)-6-oxo-6,9-dihydro-1H-purin-2-yl)isobutyramide O[C@H]1CC[C@@H](O[C@@H]1CO)N1C=2N=C(NC(C2N=C1)=O)NC(C(C)C)=O